(cis)-Benzyl 5-(1-cyanocyclopropyl)-3,3-difluorohexahydropyrrolo[3,4-b]pyrrole-1(2H)-carboxylate C(#N)C1(CC1)N1C[C@@H]2N(CC([C@@H]2C1)(F)F)C(=O)OCC1=CC=CC=C1